C1=CC(OC)=C2C=3[C@@]45[C@@H](O2)[C@@H](O)C=C[C@H]4[C@@H](CC13)N(C)CC5 (-)-Codein